tert-butyl ((2R,4S,5R)-2-((S)-1-(4-fluorophenyl)-1,2,3,4-tetrahydroisoquinoline-2-carbonyl)-5-(((S)-1-hydroxypropan-2-yl)oxy)tetrahydro-2H-pyran-4-yl)carbamate FC1=CC=C(C=C1)[C@@H]1N(CCC2=CC=CC=C12)C(=O)[C@@H]1OC[C@@H]([C@H](C1)NC(OC(C)(C)C)=O)O[C@H](CO)C